7-methyl-5H-thiazolo[3,2-a]pyrimidin-5-one CC=1N=C2N(C(C1)=O)C=CS2